The molecule is conjugate base of (5Z,9E,14Z)-(8xi,11R,12S)-11,12-epoxy-8-hydroxyicosa-5,9,14-trienoic acid arising from deprotonation of the carboxylic acid function. It has a role as a human metabolite. It is a conjugate base of a (5Z,9E,14Z)-(8xi,11R,12S)-11,12-epoxy-8-hydroxyicosa-5,9,14-trienoic acid. CCCCC/C=C\\C[C@H]1[C@H](O1)/C=C/C(C/C=C\\CCCC(=O)[O-])O